tert-Butyl N-[(9S,10E,13S)-3-(difluoromethyl)-9-methyl-8-oxo-3,4,7,15-tetraazatricyclo[12.3.1.02,6]octadeca-1(18),2(6),4,10,14,16-hexaen-13-yl]carbamate FC(N1C=2C=3C=CN=C([C@H](C/C=C/[C@@H](C(NC2C=N1)=O)C)NC(OC(C)(C)C)=O)C3)F